CC1=C(C=CC(=C1)C)C=1C(=C(SC1)C(=O)N)C (2,4-dimethyl-phenyl)-3-methylthiophene-2-carboxamide